2-(tert-Butoxycarbonyl)-L-lysine tert-butyl ester C(C)(C)(C)OC(C(N)(CCCCN)C(=O)OC(C)(C)C)=O